FC=1C=CC(=C(C#N)C1)N1C[C@H](CC1)OC1=NC=C(C=C1)C(F)(F)F (S)-5-fluoro-2-(3-(5-(trifluoromethyl)pyridin-2-yloxy)pyrrolidin-1-yl)benzonitrile